(R)-2-fluoro-4-((6-methoxy-1-methyl-1-(2-oxo-2-(thiazol-2-ylamino)ethyl)-1,2,3,4-tetrahydroisoquinolin-7-yl)oxy)benzoic acid FC1=C(C(=O)O)C=CC(=C1)OC1=C(C=C2CCN[C@@](C2=C1)(CC(NC=1SC=CN1)=O)C)OC